BrCC(C1=CC=C(C=C1)CCCl)NC1=C(C=CC=C1F)F N-(2-bromo-1-(4-(2-chloroethyl)phenyl)ethyl)-2,6-difluoroaniline